6-[5-(1-Amino-cyclopropyl)-pyridin-3-yl]-1-methyl-3,4-dihydro-1H-quinolin-2-one NC1(CC1)C=1C=C(C=NC1)C=1C=C2CCC(N(C2=CC1)C)=O